COC1=CC=C(C=C1)N(C1=CC(=C(C=C1)C1=CC=C(C=2N=NSC21)C=C(C(=O)O)C#N)F)C2=CC=C(C=C2)OC 3-(7-(4-(bis(4-methoxyphenyl)amino)-2-fluorophenyl)benzothiadiazol-4-yl)-2-cyanoacrylic acid